C(C)(C)(C)OC(=O)N1C=CC2=CC=C(C=C12)OC1=C(C=C(C=C1)N)C 6-(4-amino-2-methylphenoxy)-1H-indole-1-carboxylic acid tert-butyl ester